C1(CC1)N(S(=O)(=O)C)C1CCC(CC1)COC1=COC(=CC1=O)CN1CC2=CC=CC=C2C1 N-cyclopropyl-N-(4-(((6-(isoindolin-2-ylmethyl)-4-oxo-4H-pyran-3-yl)oxy)methyl)cyclohexyl)methanesulfonamide